8-(5-chloro-2-(isopropylamino)pyridin-4-yl)-2-(2-(hydroxymethyl)benzyl)-2,3,4,5-tetrahydro-1H-pyrrolo[1,2-a][1,4]diazepin-1-one ClC=1C(=CC(=NC1)NC(C)C)C=1C=C2N(CCCN(C2=O)CC2=C(C=CC=C2)CO)C1